N-(4-bromothiazol-2-yl)-5-(4-((tert-butyldimethylsilyl)oxy)piperidin-1-yl)picolinamide BrC=1N=C(SC1)NC(C1=NC=C(C=C1)N1CCC(CC1)O[Si](C)(C)C(C)(C)C)=O